2-(5-chloro-2-(((3S,4R)-3-hydroxytetrahydro-2H-pyran-4-yl)amino)pyridin-4-yl)-7-cyclopropylpyrazolo[1,5-a]pyrazin-4(5H)-one ClC=1C(=CC(=NC1)N[C@H]1[C@@H](COCC1)O)C1=NN2C(C(NC=C2C2CC2)=O)=C1